Myristylbehenat C(CCCCCCCCCCCCC)OC(CCCCCCCCCCCCCCCCCCCCC)=O